ClC=1C=C(C=C(C1)F)C1=CC=NC=2N1N=C(C2C2=NC1=C(C=NC(=C1)C(F)(F)F)N2C)S(=O)(=O)CC 2-(7-(3-chloro-5-fluorophenyl)-2-(ethylsulfonyl)pyrazolo[1,5-a]pyrimidin-3-yl)-3-methyl-6-(trifluoromethyl)-3H-imidazo[4,5-c]pyridine